1-phenyl-d5-ethanol [2H]C1=C(C(=C(C(=C1[2H])[2H])C(C)O)[2H])[2H]